mono(hydrogen sulfate) hydrate O.S(=O)(=O)(O)O